OC1=C(C(=CC(=C1)C)C)C1=CC=C(N=N1)N1CC(N[C@@H](C1)CO)=O (6S)-4-[6-(2-hydroxy-4,6-dimethyl-phenyl)pyridazin-3-yl]-6-(hydroxymethyl)piperazin-2-one